C(C)(C)(C)N1[C@H](CC[C@@H](C1)N)C=1OC(=NN1)OCCC(F)(F)F tert-butyl-(2R,5S)-5-amino-2-[5-(3,3,3-trifluoro-propoxy)-1,3,4-oxadiazol-2-yl]piperidine